N[C@@H](CCCCN)C(=O)O.ClC=1C=CC(=C2C(=C(C(=NC12)CC)CC1=CC=C(C=C1)Cl)OC(F)F)OCC(=O)O [8-chloro-3-(4-chlorobenzyl)-4-difluoromethoxy-2-ethylquinolin-5-yloxy]acetic acid L-lysine salt